1-(4-hydroxyphenyl)-3-methyl-imidazolidin-2-one OC1=CC=C(C=C1)N1C(N(CC1)C)=O